6-[4-(difluoromethoxy)phenyl]-2-(3-fluorophenyl)-N-[(2S)-1-hydroxybut-2-yl]-3-oxo-2,3-dihydropyridazine-4-carboxamide FC(OC1=CC=C(C=C1)C=1C=C(C(N(N1)C1=CC(=CC=C1)F)=O)C(=O)N[C@H](CO)CC)F